CS(=O)(CC=1N=C2N(C=C(C=C2)C2=NOC(=N2)C(F)(F)F)C1)=NCC1=CC=C(C=C1)C methyl((4-methylbenzyl)imino)((6-(5-(trifluoromethyl)-1,2,4-oxadiazol-3-yl)imidazo[1,2-a]pyridin-2-yl)methyl)-λ6-sulfanone